4-(3-Chloroanilino)-6'-formyl-2'-[(2R)-2-methyl-3-{[(5R)-5-methyl-5,6,7,8-tetrahydroquinolin-4-yl]oxy}propyl]-2',3'-dihydrospiro[cyclohexane-1,1'-indene]-4-carboxylic acid methyl ester COC(=O)C1(CCC2(C(CC3=CC=C(C=C23)C=O)C[C@H](COC2=CC=NC=3CCC[C@H](C23)C)C)CC1)NC1=CC(=CC=C1)Cl